NC1=NC=NC2=C(C=CC=C12)C(=O)NC1=C2C=CN=C(C2=CC=C1C)NC1=C(C=C(C(=C1)F)F)F 4-Amino-N-(6-methyl-1-((2,4,5-trifluorophenyl)amino)isoquinolin-5-yl)quinazoline-8-carboxamide